tert-butyl (S)-6-((6-(2-(3-(3,5-dimethyl-1H-pyrazol-1-yl)phenyl)-4-methoxy-4-carbonylbutyl)-2,6-diazaspiro[3.4]octan-2-yl)methyl)-2,3-dihydro-4H-pyrido[3,2-b][1,4]oxazine-4-carboxylate CC1=NN(C(=C1)C)C=1C=C(C=CC1)[C@@H](CN1CC2(CN(C2)CC=2C=CC=3OCCN(C3N2)C(=O)OC(C)(C)C)CC1)CC(=C=O)OC